CC=1C=CC2=C(C(C3=NC4=CC(=C(C=C4N=C3C2=O)C(F)(F)F)N2CCN(CC2)C)=O)N1 2-methyl-9-(4-methylpiperazin-1-yl)-8-(trifluoromethyl)pyrido[2,3-b]phenazine-5,12-dione